C(C1=CC=CC=C1)N1CC=2C(N(C=3N=CC=CC3C2CC1)CC1=CC(=NN1C)C)=O 3-Benzyl-6-((1,3-dimethyl-1H-pyrazol-5-yl)methyl)-2,3,4,6-tetrahydropyrido[3,4-c][1,8]naphthyridin-5(1H)-one